2-(3-chloro-4-(6-(1-methylcyclopropoxy)-9-((4-methylpyridin-2-yl)methyl)-9H-purin-8-yl)phenyl)-1-((3R,5S)-3,5-dimethylpiperazin-1-yl)ethan-1-one ClC=1C=C(C=CC1C=1N(C2=NC=NC(=C2N1)OC1(CC1)C)CC1=NC=CC(=C1)C)CC(=O)N1C[C@H](N[C@H](C1)C)C